methyl 6-(1-(4-fluorophenyl)ethyl)-3-(methoxymethyl)-5-((2-(pyrrolidin-1-yl)ethyl)amino)pyrazine-2-carboxylate FC1=CC=C(C=C1)C(C)C1=C(N=C(C(=N1)C(=O)OC)COC)NCCN1CCCC1